ClC1=CC=C(C=C1)C(N1C[C@@H](N(C[C@H]1C)C1=C(C(=NC(=N1)Cl)NCC1(CCCC1)O)[N+](=O)[O-])C)C1=CC=C(C=C1)Cl 1-(((6-((2S,5R)-4-(bis(4-chlorophenyl)methyl)-2,5-dimethylpiperazin-1-yl)-2-chloro-5-nitropyrimidin-4-yl)amino)methyl)cyclopentan-1-ol